NC=1OC2=C(C(N1)=O)C=CC=C2 2-amino-4H-benzo[e][1,3]oxazine-4-one